BrC1=CC=C(CN(C(=O)[C@H]2CN(CCC2)C=2C=C(OC(C(=O)N3CCN(CC3)C(=O)OC(C)(C)C)(C)C)C=C(C2)C(F)(F)F)C2CC2)C=C1 tert-butyl (R)-4-(2-(3-(3-((4-bromobenzyl)(cyclopropyl)carbamoyl)piperidin-1-yl)-5-(trifluoromethyl)phenoxy)-2-methylpropanoyl)piperazine-1-carboxylate